FC1=C(C(=C(C=C1F)F)F)S 2,3,5,6-tetrafluorothiophenol